3-acetyl-5-methyl-7-hydroxy-8-(2-fluorophenylpiperazinyl)methylcoumarin C(C)(=O)C=1C(OC2=C(C(=CC(=C2C1)C)O)CN1C(CNCC1)C1=C(C=CC=C1)F)=O